CO[C@@H]1CO[C@H]2[C@@H]1OC[C@H]2OC2=CC=C(C=C2)C=2N(C(C(=CN2)NC(=O)C=2SC(=CC2)C2=CC=CC=C2)=O)CC(=O)O 2-(2-(4-(((3R,3aR,6R,6aR)-6-methoxyhexahydrofuro[3,2-b]furan-3-yl)oxy)phenyl)-6-oxo-5-(5-phenylthiophene-2-carboxamido)pyrimidin-1(6H)-yl)acetic acid